CC1=NC=C(C=O)C=C1N1C(COCC1)C 6-methyl-5-(3-methylmorpholino)nicotinaldehyde